7-(4-chloro-3-fluorophenyl)-5,6,7,8-tetrahydro-2,7-naphthyridine-3-carboxylic acid ClC1=C(C=C(C=C1)N1CCC=2C=C(N=CC2C1)C(=O)O)F